1-bromo-3-[2-(3,3-difluorocyclobutyl)ethynyl]benzene BrC1=CC(=CC=C1)C#CC1CC(C1)(F)F